FC1=C(/C=C/S(=O)(C2=NC=CC=C2OC)=N)C=CC=C1 (E)-(2-fluorostyryl)(imino)(3-methoxypyridin-2-yl)-λ6-sulfanone